C(C)(C)(C)OC(=O)NC1=CC=C(OC(=C(C(=O)O)C)C(C)COC)C=C1.CN1C=C(C(C(=C1)C1=CC(=CC=C1)C(F)(F)F)=O)C1=CC=CC=C1 1-methyl-3-phenyl-5-[3-(trifluoromethyl)phenyl]pyridin-4-one (4-tert-butoxycarbonylaminophenoxy)-3-methoxyprop-2-yl-methacrylate